BrC1=CC=C2C=CC(=CC2=C1)C=1CC[C@@H](CN1)C (3S)-6-(7-bromo-2-naphthyl)-3-methyl-2,3,4,5-tetrahydropyridine